6-(4-(((2-(2,6-dioxopiperidin-3-yl)-1,3-dioxoisoindoline-5-yl)methyl)(methyl)amino)piperidin-1-yl)-2-(4-phenoxyphenyl)nicotinamide O=C1NC(CCC1N1C(C2=CC=C(C=C2C1=O)CN(C1CCN(CC1)C1=NC(=C(C(=O)N)C=C1)C1=CC=C(C=C1)OC1=CC=CC=C1)C)=O)=O